FC1=C(C=CC(=C1F)OC)C1=CN=C(N1C)C(=O)N 5-(2,3-difluoro-4-methoxy-phenyl)-1-methyl-imidazole-2-carboxamide